ClC1=C(C=C(C=C1)C)CC(=O)NC1=CC(=C(C=C1)N1N=CC(=C1)Cl)S(N)(=O)=O 2-(2-chloro-5-methylphenyl)-N-[4-(4-chloro-1H-pyrazol-1-yl)-3-sulfamoylphenyl]acetamide